N,1-dimethyl-1H-pyrazole-3-carboxamide CNC(=O)C1=NN(C=C1)C